Benzothien-2-yl-[5-methyl-2-(2-pyridyl)-7,8-dihydro-5H-pyrido[4,3-d]pyrimidin-6-yl]methanone S1C(=CC2=C1C=CC=C2)C(=O)N2C(C1=C(N=C(N=C1)C1=NC=CC=C1)CC2)C